C(C1=CC=CC=C1)OC1=C(N(N=C1C)CCC#N)C=1N(C(=NN1)C1=NC(=CC2=C1C=NN2C)C(=O)NCC2=C(C=C(C=C2)OC)OC)CC2=CC=C(C=C2)OC 4-[5-[4-benzyloxy-2-(2-cyanoethyl)-5-methyl-pyrazol-3-yl]-4-[(4-methoxyphenyl)methyl]-1,2,4-triazol-3-yl]-N-[(2,4-dimethoxyphenyl)methyl]-1-methyl-pyrazolo[4,3-c]pyridine-6-carboxamide